5-Chloro-N-({(5S)-2-oxo-3-[4-(3-oxo-4-morpholinyl)phenyl]-1,3-oxazolidin-5-yl}-methyl)-2-thiophenecarboxamide ClC1=CC=C(S1)C(=O)NC[C@H]1CN(C(O1)=O)C1=CC=C(C=C1)N1C(COCC1)=O